C(=C)(C)CC Tertiary pentene